2,2'-Oxybis(ethan-1-ol) O(CCO)CCO